ClCC(COC1=CC=C(C=C1)S(=O)(=O)C1=CC(=C(C(=C1)Cl)OCC(CS(=O)(=O)CC)O)Cl)O 1-chloro-3-(4-((3,5-dichloro-4-(3-(ethylsulfonyl)-2-hydroxypropoxy)phenyl)sulfonyl)phenoxy)propan-2-ol